CN1N=CC(=C1)C=1C=CC2=C(N=C(O2)C2=CC(=NC=C2)[C@@H](N2CCC(CC2)C(C2=CC=CC=C2)N2N=C(N=N2)C)C(=O)[C@@H](C2=NC=CC(=C2)C=2OC3=C(N2)C=C(C=C3)C=3C=NN(C3)C)N3CCC(CC3)C(N3N=C(N=N3)C)C3=CC=CC=C3)C1 |r| (R/S)-(4-(5-(1-methyl-1H-pyrazol-4-yl)benzo[d]oxazol-2-yl)pyridin-2-yl)(4-((5-methyl-2H-tetrazol-2-yl)(phenyl)methyl)piperidin-1-yl)methylketone